NC(C(=O)[O-])CCCCCC aminocaprylic acid anion